3',6'-dibromo-6-(((2-(2-((6-chlorohexyl)oxy)ethoxy)ethyl)amino)methyl)-3H-spiro[isobenzofuran-1,9'-xanthen]-3-one BrC=1C=CC=2C3(C4=CC=C(C=C4OC2C1)Br)OC(C1=CC=C(C=C13)CNCCOCCOCCCCCCCl)=O